N-({4-methyl-2-[6-methyl-3-(2H-1,2,3-triazol-2-yl)pyridine-2-carbonyl]-2-azabicyclo[3.1.1]hept-3-yl}methyl)aniline CC1C(N(C2CC1C2)C(=O)C2=NC(=CC=C2N2N=CC=N2)C)CNC2=CC=CC=C2